OCCC[N+]1=C(N(C(=C1C)C)C)C 3-(3-hydroxypropyl)-1,2,4,5-tetramethyl-1H-imidazol-3-ium